FC(C1=NC=CC=C1SC=1N=C2C(=NC1)NC(=N2)N2CCC1(CC2)[C@@H](C2=CC=CC=C2C1)N)(F)F (S)-1'-(5-((2-(trifluoromethyl)pyridin-3-yl)thio)-1H-imidazo[4,5-b]pyrazin-2-yl)-1,3-dihydrospiro[indene-2,4'-piperidin]-1-amine